4-((3-(difluoromethoxy)phenyl)amino)-3-nitrobenzoic acid methyl ester COC(C1=CC(=C(C=C1)NC1=CC(=CC=C1)OC(F)F)[N+](=O)[O-])=O